C(C)S(=O)[O-] ethanesulfinate